(S)-N-(2-(5-oxo-2-((1-(pyridin-3-yl)ethyl)amino)-5,7-dihydro-6H-pyrrolo[3,4-b]pyridin-6-yl)ethyl)acetamide O=C1N(CC2=NC(=CC=C21)N[C@@H](C)C=2C=NC=CC2)CCNC(C)=O